OC1=C(C=CC=C1)C1=CC(=CN=N1)N1CCC(CC1)(C(=O)NC1CCC(CC1)NC)OC1=CC=CC=C1 1-[6-(2-hydroxyphenyl)pyridazin-4-yl]-4-phenoxy-N-[(1r,4r)-4-(methylamino)cyclohexyl]piperidine-4-carboxamide